4-amino-7-{(1S)-1-[1-(3,4-difluorophenyl)-1H-1,2,3-triazol-4-yl]propyl}-5-[2-(trifluoromethyl)pyrimidin-5-yl]-7H-pyrrolo[2,3-d]pyrimidine-6-carbonitrile NC=1C2=C(N=CN1)N(C(=C2C=2C=NC(=NC2)C(F)(F)F)C#N)[C@@H](CC)C=2N=NN(C2)C2=CC(=C(C=C2)F)F